bromo(2-ethoxy-2-oxoethyl)zinc bromide [Br-].Br[Zn]CC(=O)OCC